C12CN(CCC(CC1)C2)CC=2C=CC(=C(C2)CN2N=CC=1N=C(N=C(C12)NCCCC)N)OC 1-{[5-({3-azabicyclo-[4.2.1]nonan-3-yl}methyl)-2-methoxyphenyl]methyl}-N7-butyl-1H-pyrazolo[4,3-d]pyrimidine-5,7-diamine